1,4-bis(2-aminophenoxy)-2,5-di-tert-butylbenzene NC1=C(OC2=C(C=C(C(=C2)C(C)(C)C)OC2=C(C=CC=C2)N)C(C)(C)C)C=CC=C1